COC1=NC=CC(=C1)C1=C(N)C=C(C=C1)C(F)(F)F 2-(2-methoxypyridin-4-yl)-5-(trifluoromethyl)aniline